BrC=1C=C(C=NC1)CC(=O)O 2-(5-bromo-3-pyridyl)acetic acid